methyl 4-[4-[[6-[2-[tert-butoxycarbonyl(2,2,2-trifluoroethyl)amino]-4-pyridyl] pyridine-2-carbonyl]amino]-3-carbamoyl-pyrazol-1-yl]benzoate C(C)(C)(C)OC(=O)N(C1=NC=CC(=C1)C1=CC=CC(=N1)C(=O)NC=1C(=NN(C1)C1=CC=C(C(=O)OC)C=C1)C(N)=O)CC(F)(F)F